4-(5-fluoro-6-hydroxypyridin-2-yl)cyclohexan-1-one FC=1C=CC(=NC1O)C1CCC(CC1)=O